6-[[4-[[(1S)-2-hydroxy-1-phenyl-ethyl]amino]-5-(5-methyl-1H-pyrazol-3-yl)pyrimidin-2-yl]amino]-3,4-dihydro-2H-isoquinolin-1-one OC[C@H](C1=CC=CC=C1)NC1=NC(=NC=C1C1=NNC(=C1)C)NC=1C=C2CCNC(C2=CC1)=O